hydroxyethylidenedisodium bisphosphonate P(O)(O)=O.P(O)(O)=O.OCC([Na])[Na]